CN1C(C2(CC1)CCN(CC2)C2=C(C=C(C=C2)C(F)(F)F)NC(=O)C=2OC(=CC2)C2CCOCC2)=O N-(2-(2-methyl-1-oxo-2,8-diazaspiro[4.5]decan-8-yl)-5-(trifluoromethyl)phenyl)-5-(tetrahydro-2H-pyran-4-yl)furan-2-carboxamide